C(CS(=O)(=O)[O-])[NH+]=C(N)N The molecule is zwitterionic form of taurocyamine arising from transfer of a proton from the sulfo to the guanidino group; major species at pH 7.3. It is a tautomer of a taurocyamine.